(2S,3R)-3-((2-amino-6-methylpyridin-4-yl)methyl)-N2-(1-methyl-1H-pyrazol-4-yl)-N1-((R)-1-(2,3-difluorophenyl)propyl)-N2-methyl-4-oxoazetidine-1,2-dicarboxamide NC1=NC(=CC(=C1)C[C@@H]1[C@H](N(C1=O)C(=O)N[C@H](CC)C1=C(C(=CC=C1)F)F)C(=O)N(C)C=1C=NN(C1)C)C